ClC=1C=C2C(=C3C1NC(NC31CCCCC1)=O)OC(=N2)CNCC(F)(F)C2CCC2 5-chloro-2-{[(2-cyclobutyl-2,2-difluoroethyl)amino]methyl}-7,8-dihydro-6H-spiro[[1,3]oxazolo[5,4-f]quinazoline-9,1'-cyclohexane]-7-one